3-((3-exo)-3-((4-((5-methyl-1H-pyrazol-3-yl)amino)-6-(morpholinomethyl)thieno[2,3-d]pyrimidin-2-yl)amino)-8-azabicyclo[3.2.1]octan-8-yl)propionitrile CC1=CC(=NN1)NC=1C2=C(N=C(N1)NC1CC3CCC(C1)N3CCC#N)SC(=C2)CN2CCOCC2